FC=1C(=CC=C2C=CNC12)C1=NN2C(CN(CC2)C(C=C)=O)=C1C1=CC=NC=C1 1-[2-(7-fluoro-1H-indol-6-yl)-3-(pyridin-4-yl)-6,7-dihydropyrazolo[1,5-a]pyrazin-5(4H)-yl]prop-2-en-1-one